COC1=CC=C(C=C1)C(C(NC1=CC=C(C=C1)[Si](C)(C)C)=O)N(C(=O)C1CNC(C1)=O)C N-(1-(4-methoxyphenyl)-2-oxo-2-((4-(trimethylsilyl)phenyl)amino)ethyl)-N-methyl-5-oxopyrrolidine-3-carboxamide